N=1C=CN2C=CB3N(C21)CCC=C3 10,11-dihydro-[1,2]azaborinino[1,2-a]imidazo[1,2-e][1,5,2]diazaborinine